2-(7-((2S,5R)-2,5-dimethyl-4-(1-phenylethyl)piperazin-1-yl)-4-methyl-5-oxo-4,5-dihydro-2H-pyrazolo[4,3-b]pyridin-2-yl)acetonitrile C[C@@H]1N(C[C@H](N(C1)C(C)C1=CC=CC=C1)C)C=1C=2C(N(C(C1)=O)C)=CN(N2)CC#N